4-nitrophenyl (6-((tert-butyldiphenylsilyl)oxy)-1-(2-methylthiazol-5-yl)hexyl)carbamate [Si](C1=CC=CC=C1)(C1=CC=CC=C1)(C(C)(C)C)OCCCCCC(C1=CN=C(S1)C)NC(OC1=CC=C(C=C1)[N+](=O)[O-])=O